2-(4'-((2S,5R)-2,5-dimethylpiperazin-1-yl)spiro[cyclobutane-1,5'-pyrrolo[2,3-d]pyrimidin]-7'(6'H)-yl)isonicotinonitrile hydrochloride Cl.C[C@@H]1N(C[C@H](NC1)C)C=1C2=C(N=CN1)N(CC21CCC1)C=1C=C(C#N)C=CN1